COC[C@@H]1N(CCC1)NC(CCC=1N=C(N(C1)C1=CC=CC=C1)NC(C1=CC(=CC=C1)C=1C=NNC1)=O)=O (R)-N-(4-(3-((2-(methoxymethyl)pyrrolidin-1-yl)amino)-3-oxopropyl)-1-phenyl-1H-imidazol-2-yl)-3-(1H-pyrazol-4-yl)benzamide